FC1=CC=C(C=C1)C1=CC(=C(C=C1)NC(OC(C)(C)C)=O)NC(C1=CC=C(C=C1)S(=O)(=N)C=1N=C(N(C1)COCC[Si](C)(C)C)C)=O tert-butyl N-[4-(4-fluorophenyl)-2-[[4-[[2-methyl-1-(2-trimethylsilylethoxymethyl)imidazol-4-yl]sulfonimidoyl]benzoyl]amino]phenyl]carbamate